C(N)(=O)[C@H]1N2C(N([C@H](CC1)C2)OS(=O)(=O)N2C=NC=C2)=O 1H-imidazole-1-sulfonic acid (1R,2S,5R)-2-carbamoyl-7-oxo-1,6-diazabicyclo[3.2.1]octan-6-yl ester